CC(C)C(C(CC)C)CC 2,4-dimethyl-3-ethylhexane